C(C=C)(=O)OC methyl (E)-acrylate